1-(2-methyl-4-(trifluoromethoxy)-phenyl)-3-(2-meth-yl-6-oxo-1,6-dihydropyridin-3-yl)-6-(trifluoro-methyl)-2,3-dihydro-pyrido[3,4-d]pyrimidin-4(1H)-one CC1=C(C=CC(=C1)OC(F)(F)F)N1CN(C(C2=C1C=NC(=C2)C(F)(F)F)=O)C2=C(NC(C=C2)=O)C